2-(2,5-difluorobenzyl)-4,6-dimethylphenol FC1=C(CC2=C(C(=CC(=C2)C)C)O)C=C(C=C1)F